6-fluoro-1-methyl-2-(4-(methylsulfonyl)phenyl)-1H-benzo[d]imidazole FC=1C=CC2=C(N(C(=N2)C2=CC=C(C=C2)S(=O)(=O)C)C)C1